ClC1=C(C(=CC=C1F)Cl)[C@@H](C)OC=1C(=NC=CC1C=1C=NN(C1)C1CCNCC1)N 3-[(1R)-1-(2,6-dichloro-3-fluorophenyl)ethoxy](1-piperidin-4-ylpyrazol-4-yl)pyridin-2-amine